C(C1=CC=CC=C1)OC1=C(C(=CC(=C1)C(F)F)O)C(=O)N1CC2=CC=C(C=C2CC1)OC1CCN(CC1)C (2-(Benzyloxy)-4-(difluoromethyl)-6-hydroxyphenyl)(6-((1-methylpiperidin-4-yl)oxy)-3,4-dihydroisoquinolin-2(1H)-yl)methanone